methyl 3-[5-[(3R)-3-amino-5-[(4-chloro-phenyl)methyl]-8-fluoro-1,1,4-trioxo-2,3-dihydro-1λ6,5-benzothiazepin-7-yl]-1,3,4-oxadiazol-2-yl]-azetidine-1-carboxylate N[C@H]1CS(C2=C(N(C1=O)CC1=CC=C(C=C1)Cl)C=C(C(=C2)F)C2=NN=C(O2)C2CN(C2)C(=O)OC)(=O)=O